5-(3-methoxy-3-oxopropanamido)-3,6-dihydro-2H-pyran-4-carboxylic acid ethyl ester C(C)OC(=O)C=1CCOCC1NC(CC(=O)OC)=O